2,4-Diamino-6-diallylamino-1,3,5-triazine NC1=NC(=NC(=N1)N)N(CC=C)CC=C